OC1=CC2=C3C(C=CO2)=C(C(=[O+]C3=C1)C1=CC(=C(C(=C1)OC)O)OC)O[C@@H]1O[C@@H]([C@H]([C@@H]([C@H]1O)O)O)CO 8-Hydroxy-2-(4-hydroxy-3,5-dimethoxyphenyl)-3-{[(2s,3R,4S,5S,6R)-3,4,5-trihydroxy-6-(hydroxymethyl)oxan-2-yl]oxy}-1λ4-pyrano[4,3,2-de][1]benzopyran-1-ylium